gold triethyl-phosphine C(C)P(CC)CC.[Au]